COC=1C=C2C=3C=CC(=CC3NC2=CC1)C1=C(N(C(=C1)C)C=1SC(=CC1C#N)C)C 2-(3-(6-methoxy-9H-carbazol-2-yl)-2,5-dimethyl-1H-pyrrol-1-yl)-5-methylthiophene-3-carbonitrile